FC(C)(F)C=1C=C(C=CC1)NC(=O)C1C(=NN(C1=O)C=1C=C(C(=C(C1)CC1=CC=C(C=C1)O)OC)C1=CC=CC=C1)C N-(3-(1,1-difluoroethyl)phenyl)-1-(5-(4-hydroxybenzyl)-6-methoxy-[1,1'-biphenyl]-3-yl)-3-methyl-5-oxo-4,5-dihydro-1H-pyrazole-4-carboxamide